NC1=NC(=CC(=N1)C1=NN(C=C1CC1=C(OCCN2[C@@H](COCC2)C(=O)OC)C=CC=C1)C(F)F)Cl methyl (3S)-4-[2-[2-[[3-(2-amino-6-chloro-pyrimidin-4-yl)-1-(difluoromethyl)pyrazol-4-yl]methyl]phenoxy]ethyl]morpholine-3-carboxylate